2-(2,6-dioxo-3-piperidyl)-5-[4-[4-(4-piperidyloxy)cyclohexoxy]-1-piperidyl]isoindoline-1,3-dione O=C1NC(CCC1N1C(C2=CC=C(C=C2C1=O)N1CCC(CC1)OC1CCC(CC1)OC1CCNCC1)=O)=O